FC(C=1C=CC(=NC1)C1=CC=C2CCN(CC2=C1)CC=C)(F)F 1-(7-(5-(trifluoromethyl)pyridin-2-yl)-3,4-dihydroisoquinolin-2(1H)-yl)prop-2-en